OC1=CC=C(C=C1)N(C(=O)C=1C=C(N2CCCCC12)C1=CC2=C(OCO2)C=C1C(=O)N1CC2=CC=CC=C2C[C@H]1CN1CCOCC1)C1=CC=CC=C1 N-(4-hydroxyphenyl)-3-[6-[(3S)-3-(morpholinomethyl)-3,4-dihydro-1H-isoquinoline-2-carbonyl]-1,3-benzodioxol-5-yl]-N-phenyl-5,6,7,8-tetrahydroindolizine-1-carboxamide